C(C1=CC=CC=C1)OC1=CC=C(C=C1)C[C@@H](C(=O)OC)NC(CC1CCN(CC1)C(CC(C)(C)C)=O)=O Methyl (S)-3-(4-(benzyloxy)phenyl)-2-(2-(1-(3,3-dimethylbutanoyl)piperidin-4-yl)acetamido)propanoate